C(C1=CC=CC=C1)C1(CN(CC1)S(=O)(=O)C1=CC=C(C)C=C1)C=1C=C2C=NN(C2=CC1C)C=1C=CC(N(C1)C)=O 5-(5-(3-benzyl-1-tosylpyrrolidin-3-yl)-6-methyl-1H-indazol-1-yl)-1-methylpyridin-2(1H)-one